C(C=C)(=O)O.C=CCCCCCC 1-octene acrylate